(5-{3-amino-5-[4-(trifluoromethoxy)benzene-1-sulfonyl]pyridin-2-yl}-1,3,4-oxadiazol-2-yl)methanol NC=1C(=NC=C(C1)S(=O)(=O)C1=CC=C(C=C1)OC(F)(F)F)C1=NN=C(O1)CO